1-(2-hydroxy-3,5-bis(trifluoromethyl)phenyl)-3-(2-hydroxyethyl)imidazolidin-2-one OC1=C(C=C(C=C1C(F)(F)F)C(F)(F)F)N1C(N(CC1)CCO)=O